FC(C(F)(F)F)(C1=CC=C(C=C1)CCCC(=O)O)F 4-(4-(perfluoroethyl)phenyl)butanoic acid